1-(1,3-benzodioxol-5-yl)-N-[[2-(1-piperidyl)-4-pyridyl]methyl]methanamine O1COC2=C1C=CC(=C2)CNCC2=CC(=NC=C2)N2CCCCC2